5-(2-trimethylsilylethynyl)-2,3-dihydrobenzofuran-6-amine C[Si](C#CC=1C(=CC2=C(CCO2)C1)N)(C)C